butyl (S)-(1-((4-bromo-2,5-dimethoxyphenethyl)amino)-3-methyl-1-oxobutan-2-yl)carbamate BrC1=CC(=C(CCNC([C@H](C(C)C)NC(OCCCC)=O)=O)C=C1OC)OC